(S)-2-((1-(6-(4-cyano-2-fluorobenzyloxy)pyridin-2-yl)piperidin-4-ylidene)methyl)-3-(oxetan-2-ylmethyl)-3H-imidazo[4,5-b]pyridine-5-carboxylic acid C(#N)C1=CC(=C(COC2=CC=CC(=N2)N2CCC(CC2)=CC2=NC=3C(=NC(=CC3)C(=O)O)N2C[C@H]2OCC2)C=C1)F